cis-3-(2-bromopyridin-4-yl)-1-propylcyclopentane-1-carboxylic acid BrC1=NC=CC(=C1)[C@@H]1C[C@@](CC1)(C(=O)O)CCC